N1(N=CN=C1)C(=O)N 1H-1,2,4-triazole-1-carboxamide